C(CCC)C(CCCC(=O)OCCCCC1OC1)CCCCCC 4-(oxiran-2-yl)butyl 5-butylundecanoate